CN(C(C1=CC=C(C(=O)N)C=C1)=O)C N4,N4-dimethylterephthalamide